ClCCN1CCCC1 N-(2-chloroethyl)pyrrolidine